C1(CC1)COC1=NC(=NC=C1)N 4-(cyclopropylmethoxy)pyrimidin-2-amine